FC=1C=CC2=C(OC(CO2)C(=O)C2=NN(C3=CC(=CC=C23)C=2C=NNC2)CCO)C1 (7-Fluoro-2,3-dihydrobenzo[b][1,4]dioxin-2-yl)(1-(2-hydroxyethyl)-6-(1H-pyrazol-4-yl)-1H-indazol-3-yl)methanone